vinyl-tri-methylethylketoxime C(=C)C(C(C)(C)C)C(=NO)C(C(C)(C)C)C=C